[C@@H]1(CCC2=CC=CC=C12)N (1S)-indan-1-amine